C(C)[N+](CCCCCC)(CC)CC N,N,N-triethyl-N-hexylammonium